C(C)OC(CC1=CC=CC2=C1O[C@@H](CN2C)C=2C=C(C1=C(C=CO1)C2)C2=C(C(=NC=C2)CN)F)=O |r| (±)-2-(2-(7-(2-(Aminomethyl)-3-fluoropyridin-4-yl)benzofuran-5-yl)-4-methyl-3,4-dihydro-2H-benzo[b][1,4]oxazin-8-yl)acetic acid ethyl ester